2-MERCAPTO-1H-IMIDAZOLE-5-CARBOXYLIC ACID SC=1NC(=CN1)C(=O)O